acryl acrylate C(C=C)(=O)OC(=O)C=C